N-[6-(4,4-difluoropiperidin-1-yl)pyridin-2-yl]-5-nitro-3-{spiro[2.5]oct-5-en-6-yl}pyridine-2-carboxamide FC1(CCN(CC1)C1=CC=CC(=N1)NC(=O)C1=NC=C(C=C1C1=CCC2(CC2)CC1)[N+](=O)[O-])F